C(C=C)(=O)N1C[C@@H](N(CC1)C=1C2=C(N(C(N1)=O)C1=C(C=CC=C1S(=O)(=O)C(C)C)C(C)C)N=C(C(=C2)F)C2=C(C=CC=C2O)F)C ((S)-4-propenoyl-2-methylpiperazin-1-yl)-6-fluoro-7-(2-fluoro-6-hydroxyphenyl)-1-(2-isopropyl-6-(isopropylsulphonyl)phenyl)pyrido[2,3-d]pyrimidin-2(1H)-one